3-(7-chloro-5-(trifluoromethyl)-2,3-dihydrobenzofuran-2-yl)benzonitrile ClC1=CC(=CC=2CC(OC21)C=2C=C(C#N)C=CC2)C(F)(F)F